COC(=O)C=1N(C2=CC=C(C=C2C(C1)=C=O)F)CCOCC1=CC=CC=C1.ClC=1C(=NC(=CC1)Cl)C(=O)NC(CO)CC(C)(C)C 3,6-dichloro-N-(1-hydroxy-4,4-dimethylpentan-2-yl)picolinamide methyl-1-(2-(benzyloxy)ethyl)-6-fluoro-4-carbonyl-1,4-dihydroquinoline-2-carboxylate